COC=1C=C(C=CC1C(NCC=1OC(=NN1)C=1SC=CC1)=O)NCCN(C(OC(C)(C)C)=O)C tert-butyl (2-((3-methoxy-4-(((5-(thiophen-2-yl)-1,3,4-oxadiazol-2-yl)methyl)carbamoyl)phenyl)amino)ethyl)(methyl)carbamate